(R)-8-(1-((2-(4-((tert-butyldimethylsilyl)oxy)piperidin-1-yl)-3,4-difluorophenyl)amino)ethyl)-3,6-dimethyl-2-(tetrahydro-2H-pyran-4-yl)quinazolin-4(3H)-one [Si](C)(C)(C(C)(C)C)OC1CCN(CC1)C1=C(C=CC(=C1F)F)N[C@H](C)C=1C=C(C=C2C(N(C(=NC12)C1CCOCC1)C)=O)C